(2S,4'R)-6'-bromo-8-(difluoromethoxy)-5'-fluoro-4'-hydroxy-3',4'-dihydro-2'H,3H-spiro[imidazo[1,2-a]pyridine-2,1'-naphthalene]-6-carbonitrile BrC=1C(=C2[C@@H](CC[C@@]3(C2=CC1)N=C1N(C=C(C=C1OC(F)F)C#N)C3)O)F